tetrabutylammonium dimethyl-glycinate CN(CC(=O)[O-])C.C(CCC)[N+](CCCC)(CCCC)CCCC